BrC1=CC=C2C=C(C=NC2=C1)C1CCN(CC1)C(=O)OC(C)(C)C tert-Butyl 4-(7-bromo-3-quinolyl)piperidine-1-carboxylate